N,N-diphenyl-phenanthrene-9,10-diamine C1(=CC=CC=C1)N(C=1C2=CC=CC=C2C=2C=CC=CC2C1N)C1=CC=CC=C1